CC1=C(N=NC(=C1)N[C@H]1CN(CCC1)C)C1=C(C=C(C=C1)C(F)(F)F)O (R)-2-(4-methyl-6-((1-methylpiperidin-3-yl)amino)pyridazin-3-yl)-5-(trifluoromethyl)phenol